ClC1=CC=CC(=N1)NC(=O)C1N(C2CC2C1)C(=O)OC(C)(C)C tert-butyl 3-((6-chloropyridin-2-yl)carbamoyl)-2-azabicyclo[3.1.0]hexane-2-carboxylate